7-(2,8-dimethylimidazo[1,2-b]pyridazin-6-yl)-5-fluoro-3-(1,2,3,6-tetrahydropyridin-4-yl)cinnoline CC=1N=C2N(N=C(C=C2C)C2=CC(=C3C=C(N=NC3=C2)C=2CCNCC2)F)C1